ClC=1C(=C(C(=CC1)N1N=NC(=C1)C(F)(F)F)C=1C=CC(=NC1)C(CC(=O)N(C)C)N1N=CC(=C1)C1(C(=O)[O-])C(C=CC=C1)F)F 1-(1-(5-(3-chloro-2-fluoro-6-(4-(trifluoromethyl)-1H-1,2,3-triazol-1-yl)phenyl)pyridin-2-yl)-3-(dimethylamino)-3-oxopropyl-1H-pyrazol-4-yl)-2-fluorobenzoate